S1C(=NC=C1)C(C)O (thiazol-2-yl)ethanol